5-amino-1,2,3,4-tetrahydropyrimidine-2,4-dione NC=1C(NC(NC1)=O)=O